C(C)C1=CC=C(C(=O)C2=C(C(=O)O)C=CC=C2)C=C1 2-(4'-ethylbenzoyl)benzoic acid